(R)-2-Chloro-5-fluoro-6-((1-methyl-2-oxo-3-((2-oxooxazolidin-5-yl)methyl)-2,3-dihydro-1H-benzo[d]imidazol-5-yl)amino)nicotinonitrile ClC1=C(C#N)C=C(C(=N1)NC1=CC2=C(N(C(N2C[C@H]2CNC(O2)=O)=O)C)C=C1)F